(2R,5'S)-1'-(O-(r-butyl)-N-methyl-N-((2,2,2-trifluoroacetyl)-L-alanyl)-L-seryl)-5,7-difluoro-3-oxo-3,4-dihydrospiro[benzo[b][1,4]oxazine-2,3'-pyrrolidine]-5'-carboxamide C(CCC)OC[C@H](N(C([C@@H](NC(C(F)(F)F)=O)C)=O)C)C(=O)N1C[C@]2(C[C@H]1C(=O)N)C(NC1=C(O2)C=C(C=C1F)F)=O